2-(3-(dimethylamino)azetidin-1-yl)-N-(4-(4,4,5,5-tetramethyl-1,3,2-dioxaborolan-2-yl)phenyl)acetamide CN(C1CN(C1)CC(=O)NC1=CC=C(C=C1)B1OC(C(O1)(C)C)(C)C)C